2-(3-fluoro-5-{[(2S)-pyrrolidin-2-yl]methoxy}pyridin-4-yl)-3-phenyl-1H-pyrrolo[3,2-b]pyridine hydrogen chloride Cl.FC=1C=NC=C(C1C1=C(C2=NC=CC=C2N1)C1=CC=CC=C1)OC[C@H]1NCCC1